N-[2-(4-formylcyclohexyl)-6-(1-hydroxy-1-methyl-ethyl)indazol-5-yl]-6-methoxy-pyridine-2-carboxamide C(=O)C1CCC(CC1)N1N=C2C=C(C(=CC2=C1)NC(=O)C1=NC(=CC=C1)OC)C(C)(C)O